BrC1=CC=C(C=C1)OC(F)(F)F 1-Bromo-4-(trifluoro-methoxy)benzene